N-(2-(difluoromethoxy)-6-methoxypyridin-3-yl)-4-(2-isopropylphenyl)-2-oxopiperidine-4-carboxamide FC(OC1=NC(=CC=C1NC(=O)C1(CC(NCC1)=O)C1=C(C=CC=C1)C(C)C)OC)F